N1[C@H](CC1)CN1C(=NC2=C1C=C(C=C2)C(=O)O)CN2CCC(CC2)OC2=NC(=NC=C2)COC2=C(C=C(C=C2)F)Cl (R)-1-(Azetidin-2-ylmethyl)-2-((4-((2-((2-chloro-4-fluorophenoxy)methyl)pyrimidin-4-yl)oxy)piperidin-1-yl)methyl)-1H-benzo[d]imidazole-6-carboxylic acid